3-ethyl-oxetan-3-amine C(C)C1(COC1)N